C(=O)(OC(C)(C)C)N(C)CC(=O)O Boc-Sarcosine